ClC=1C=CC(=C(C1)C1=C2C(=NC(=C1)C)C(=CS2)C(=O)O)OCCN2C(=NC1=C(C2=O)C(=C(N=C1)C1(CC1)C(F)(F)F)C#N)C 7-(5-chloro-2-(2-(5-cyano-2-methyl-4-oxo-6-(1-(trifluoromethyl)cyclopropyl)pyrido[3,4-d]pyrimidin-3(4H)-yl)ethoxy)phenyl)-5-methylthieno[3,2-b]pyridine-3-carboxylic acid